4-nitrophenyl (benzo[d][1,3]dioxol-4-ylmethyl)carbamate O1COC2=C1C=CC=C2CNC(OC2=CC=C(C=C2)[N+](=O)[O-])=O